5-((6-chloro-5-(4'-((3-((methylsulfonyl)methyl)azetidin-1-yl)methyl)-[1,1'-biphenyl]-4-yl)-1H-imidazo[4,5-b]pyridin-2-yl)oxy)-2-methylbenzoic acid ClC=1C=C2C(=NC1C1=CC=C(C=C1)C1=CC=C(C=C1)CN1CC(C1)CS(=O)(=O)C)N=C(N2)OC=2C=CC(=C(C(=O)O)C2)C